dibromodioctyl-bipyridine BrC1=C(C(=C(C(=N1)C1=NC=CC=C1)CCCCCCCC)CCCCCCCC)Br